CN1N=CC(=C1/C(/N)=N/OCC(C=1SC=CC1)=O)OC1=CC(=CC=C1)C(F)(F)F (Z)-1-methyl-N'-(2-oxo-2-(thiophen-2-yl)ethoxy)-4-(3-(trifluoromethyl)phenoxy)-1H-pyrazole-5-carboximidamide